FC1=CC=C(C=C2CN(CC(C2=O)=CC2=CC=C(C=C2)F)C)C=C1 3,5-Bis(4-fluorobenzylidene)-1-methylpiperidin-4-one